7-(1-(adamantan-1-ylmethyl)-1H-pyrazol-4-yl)imidazo[1,2-a]pyridine-8-carboxylic acid methyl ester COC(=O)C=1C=2N(C=CC1C=1C=NN(C1)CC13CC4CC(CC(C1)C4)C3)C=CN2